C(C1=CC=CC=C1)OC1=NC=CC(=C1[N+](=O)[O-])Cl 2-(benzyloxy)-4-chloro-3-nitropyridine